6-(4-(methylsulfonyl)phenyl)-3,4-dihydro-isoquinoline CS(=O)(=O)C1=CC=C(C=C1)C=1C=C2CCN=CC2=CC1